CN(CCN(C1=C(C=C(C(=C1)OC)NC1=NC=CC(=N1)C1=CN(C2=CC=CC=C12)C)NC(C=C)=O)C)C N-(2-{2-dimethylaminoethyl-methylamino}-4-methoxy-5-{[4-(1-methylindol-3-yl)pyrimidin-2-yl]amino}phenyl)prop-2-enamide